C1(=C(C=CC2=CC=CC=C12)OC1=CC2=C(OC3=C2C=CC=C3CO)C=C1)C1=C(C=CC3=CC=CC=C13)OC1=CC3=C(OC2=C3C=CC=C2CO)C=C1 {[1,1'-binaphthalene]-2,2'-diylbis(oxydibenzo[b,d]furan-2,6-diyl)}dimethanol